IC=1C(=[N+](C=CC1)C)Cl iodo-2-chloro-1-methylpyridinium